ethyl (S)-3-amino-3-(2'-fluorobiphenyl-3-yl)propanoate N[C@@H](CC(=O)OCC)C=1C=C(C=CC1)C1=C(C=CC=C1)F